C1(=CC=CC=C1)C\C=C/O cis-3-phenylprop-1-en-1-ol